zirconium(IV) sec-butoxide CC([O-])CC.[Zr+4].CC([O-])CC.CC([O-])CC.CC([O-])CC